tert-Butyl [2-(4-methoxy-2-[(2E)-3-(5-methoxy-1-methyl-1H-pyrrolo[2,3-b]pyridin-3-yl)prop-2-enoyl]-5-{[2-(trimethylsilyl)ethoxy]methoxy}phenyl)ethyl]carbamate COC1=CC(=C(C=C1OCOCC[Si](C)(C)C)CCNC(OC(C)(C)C)=O)C(\C=C\C1=CN(C2=NC=C(C=C21)OC)C)=O